(S)-quinuclidin-3-yl((R)-6-(2-chloro-4-isopropoxyphenyl)-7-fluoro-2,2-dimethyl-1,2,3,4-tetrahydronaphthalen-1-yl)carbamate N12C[C@H](C(CC1)CC2)OC(N[C@@H]2C(CCC1=CC(=C(C=C21)F)C2=C(C=C(C=C2)OC(C)C)Cl)(C)C)=O